COC1=CC=C(C=C1)CCC(=O)O 3-(4-methoxyphenyl)propanoic acid